O1C(OCC1)C1CCN(CC1)C1=C(C=C(C(=C1)OC)[N+](=O)[O-])C=1C=NN(C1)C 4-(1,3-dioxolan-2-yl)-1-(5-methoxy-2-(1-methyl-1H-pyrazol-4-yl)-4-nitrophenyl)piperidine